tert-butyl 2-[1-(5-amino-2-methoxyphenyl)-1H-1,2,3-triazol-4-yl]pyrrolidine-1-carboxylate NC=1C=CC(=C(C1)N1N=NC(=C1)C1N(CCC1)C(=O)OC(C)(C)C)OC